3-(5-(((1S,2R)-2-(3-(2-chlorophenoxy)azetidin-1-yl)cyclopentyl)oxy)-1-oxoisoindolin-2-yl)piperidine-2,6-dione ClC1=C(OC2CN(C2)[C@H]2[C@H](CCC2)OC=2C=C3CN(C(C3=CC2)=O)C2C(NC(CC2)=O)=O)C=CC=C1